3-chloro-2-methyl-7-((2R,4S)-2-(1-methyl-1H-pyrazol-4-yl)tetrahydro-2H-pyran-4-yl)-9-(4-(trifluoromethyl)phenyl)-4H-pyrazino[1,2-a]pyrimidin-4-one ClC1=C(N=C2N(C1=O)C=C(N=C2C2=CC=C(C=C2)C(F)(F)F)[C@@H]2C[C@@H](OCC2)C=2C=NN(C2)C)C